(R)-1-(2-methyl-4-(2-methyl-4-(pyridin-2-yl)benzyl)piperazine-1-carbonyl)-1H-pyrazole-3-carboxylic acid C[C@H]1N(CCN(C1)CC1=C(C=C(C=C1)C1=NC=CC=C1)C)C(=O)N1N=C(C=C1)C(=O)O